N1C=NC(=C1)C1=CN=C2C(N(C(=NN21)C=2C=C(CCNC(C)=O)C=CC2)C(C)C)=O N-(3-(7-(1H-Imidazol-4-yl)-3-isopropyl-4-oxo-3,4-dihydroimidazo[2,1-f][1,2,4]triazin-2-yl)phenethyl)acetamide